(1H-pyrazol-3-yl)benzonitrile hydrochloride Cl.N1N=C(C=C1)C1=C(C#N)C=CC=C1